(3R)-N-tert-butyl-1-{8-[1-(oxan-2-yl)pyrazol-4-yl]-6H-isochromeno[3,4-b]pyridin-3-yl}pyrrOLidin-3-amine C(C)(C)(C)N[C@H]1CN(CC1)C1=CC=C2C(=N1)OCC=1C=C(C=CC12)C=1C=NN(C1)C1OCCCC1